NC1=NC(=CC2=C1N=C(N2C)CCCO)NCC2=C(C=C(C=C2)F)F 3-(4-amino-6-((2,4-difluorobenzyl)amino)-1-methyl-1H-imidazo[4,5-c]pyridin-2-yl)propan-1-ol